tert-butyl (6R,7S)-7-((S)-1-(4-fluorophenyl)-1,2,3,4-tetrahydroisoquinoline-2-carbonyl)-6-hydroxy-1,4-oxazepane-4-carboxylate FC1=CC=C(C=C1)[C@@H]1N(CCC2=CC=CC=C12)C(=O)[C@@H]1[C@@H](CN(CCO1)C(=O)OC(C)(C)C)O